9,10-dimethyl-9,10-dihydro-9,10-ethanoanthracene-2,3,6,7-tetraol CC12C3=CC(=C(C=C3C(C=3C=C(C(=CC13)O)O)(CC2)C)O)O